4,6-dibromo-5-[(2-chloro-5-fluorophenyl)carbonyl]-3-(trideuteriomethyl)-1-(2,2,2-trifluoroethyl)-2,3-dihydro-1H-benzo[d]imidazol-2-one BrC1=C(C(=CC=2N(C(N(C21)C([2H])([2H])[2H])=O)CC(F)(F)F)Br)C(=O)C2=C(C=CC(=C2)F)Cl